2-[[4-[[(4-Carboxyphenyl)methyl]amino]-6-[3-(hydroxymethyl)-1-piperidinyl]-2-pyrimidinyl]amino]-4-methyl-5-thiazolecarboxylic acid, ethyl ester C(=O)(O)C1=CC=C(C=C1)CNC1=NC(=NC(=C1)N1CC(CCC1)CO)NC=1SC(=C(N1)C)C(=O)OCC